N-(cyanomethyl)-N-cyclopropyl-4-(5-(3,5-dichloro-4-fluorophenyl)-5-(trifluoromethyl)-4,5-dihydroisoxazol-3-yl)-2-methylbenzamide C(#N)CN(C(C1=C(C=C(C=C1)C1=NOC(C1)(C(F)(F)F)C1=CC(=C(C(=C1)Cl)F)Cl)C)=O)C1CC1